(((1S,2R)-2-allylcyclopropyl)methoxy)(tert-butyl)diphenylsilane C(C=C)[C@H]1[C@H](C1)CO[Si](C1=CC=CC=C1)(C1=CC=CC=C1)C(C)(C)C